Cl.N[C@@H](C)C1=NC(=NN1C=1SC(=CN1)C(=O)OC)C methyl 2-{5-[(1S)-1-aminoethyl]-3-methyl-1H-1,2,4-triazol-1-yl}-1,3-thiazole-5-carboxylate hydrochloride